Ethyl-1-(3-chloro-6,7-dihydro-5H-cyclopenta[c]pyridin-7-yl)-1H-pyrazole-4-carboxylate C(C)OC(=O)C=1C=NN(C1)C1CCC2=C1C=NC(=C2)Cl